N1-(2-fluoroethyl)-N3-(3-((2-(4-methoxyphenyl)quinolin-4-yl)amino)propyl)-N1,N3-dimethylpropane-1,3-diamine FCCN(CCCN(C)CCCNC1=CC(=NC2=CC=CC=C12)C1=CC=C(C=C1)OC)C